2,4-diamino-6-trichloromethyl-s-triazine NC1=NC(=NC(=N1)N)C(Cl)(Cl)Cl